5-bromo-7-[(6R)-6-(1-cyclopropylpyrazol-4-yl)-3,6-dihydro-2H-pyran-4-yl]-2,3-dimethyl-quinoxaline BrC1=C2N=C(C(=NC2=CC(=C1)C=1CCO[C@H](C1)C=1C=NN(C1)C1CC1)C)C